[Ge].[Mg] MAGNESIUM-GERMANIUM